CN1SC2=C(C1=O)C=CC=C2 N-methyl-1,2-benzisothiazole-3(2H)-one